ClC=1C=C(OC2(CCCCC2)C2=C(N=NC(=C2)N2C[C@H](OCC2)CO)C(=O)N)C=CC1C#N (1r,4S)-4-((3-chloro-4-cyanophenoxy)cyclohexyl)-6-((S)-2-(hydroxymethyl)morpholino)pyridazine-3-carboxamide